C(C)(C)(C)OC(=O)N1[C@H](CN([C@@H](C1)C)C(C1=CC=C(C=C1)F)C1=NC(=NN1C)C1CC1)C (2S,5R)-4-((3-cyclopropyl-1-methyl-1H-1,2,4-triazol-5-yl)(4-fluorophenyl)methyl)-2,5-dimethylpiperazine-1-carboxylic acid tert-butyl ester